CC(C(C)OC1=CC=C(C=C1)C=CC=O)C 3-[4-(3-methylbutan-2-yloxy)phenyl]prop-2-en-1-one